tert-butyl (6S,7R)-7-((3-(2,6-dioxopiperidin-3-yl)-1-methyl-1H-indazol-6-yl)amino)-6-methyl-2-azaspiro[3.5]nonane-2-carboxylate O=C1NC(CCC1C1=NN(C2=CC(=CC=C12)N[C@H]1[C@H](CC2(CN(C2)C(=O)OC(C)(C)C)CC1)C)C)=O